C1(CCC1)NS(=O)(=O)C=1C=C(C=C2CN(C(C12)=O)[C@@H](C)C1CC1)C1=CC(=NN1C)NC(C)=O (S)-N-(5-(7-(N-cyclobutylsulfamoyl)-2-(1-cyclopropylethyl)-1-oxoisoindol-5-yl)-1-methyl-1H-pyrazol-3-yl)acetamide